N1=CC=C2N1CCCNC2 5,6,7,8-tetrahydro-4H-pyrazolo[1,5-a][1,4]diazepin